ethyl ether borate B(O)(O)O.C(C)OCC